4-bromo-6,6-difluoro-5-methylene-1-(tetrahydro-2H-pyran-2-yl)-1,5,6,7-tetrahydrocyclopenta[f]indazole BrC1=C2C=NN(C2=CC2=C1C(C(C2)(F)F)=C)C2OCCCC2